ClC=1C(=CC2=C(N(C(N=C2N2C[C@H](N(C[C@@H]2C)C(=O)OC(C)(C)C)C)=O)C=2C(=NC=CC2SC)C(C)C)N1)F tert-butyl (2r,5s)-4-(7-chloro-6-fluoro-1-(2-isopropyl-4-(methylthio) pyridin-3-yl)-2-oxo-1,2-dihydropyrido[2,3-d]pyrimidin-4-yl)-2,5-dimethylpiperazine-1-carboxylate